NC1(COC1)C1=CC=C(C=N1)C=1N=CC2=C(C=CC=C2C1)C=1N=C(N2C1C=NCC2)CC 1-(3-(6-(3-Aminooxetan-3-yl)pyridin-3-yl)isoquinolin-8-yl)-3-ethyl-5,6-dihydroimidazo[1,5-a]pyrazin